Octane-2,8-dicarboxylic acid CC(CCCCCCC(=O)O)C(=O)O